CC(CCC(=O)ON1C(C(CC1=O)S(=O)(=O)O)=O)(C)SSC1=NC=CC=C1 4-methyl-4-(2-pyridyldithio)-pentanoic acid, 2,5-dioxo-3-sulfo-1-pyrrolidinyl ester